FC1=C(C(=CC=C1)F)C=1C=CC(=NC1)C=O 5-(2,6-difluorophenyl)pyridinecarboxaldehyde